The molecule is dianion of butanoyl phosphate arising from deprotonation of the phosphate OH groups; major species at pH 7.3. It is a conjugate base of a butanoyl dihydrogen phosphate. CCCC(=O)OP(=O)([O-])[O-]